4-((3-chlorobenzyl)amino)-6-(3,5-dimethyl-isoxazol-4-yl)-N-(3-fluoropyridin-4-yl)quinazoline-2-carboxamide ClC=1C=C(CNC2=NC(=NC3=CC=C(C=C23)C=2C(=NOC2C)C)C(=O)NC2=C(C=NC=C2)F)C=CC1